FC(CN1C(=NC2=C1C=C(C=C2F)C2=CNC=1N=C(N=C(C12)OC)NC1CC(C1)(C)C(=O)N1CCCC1)C)F (3-((5-(1-(2,2-difluoroethyl)-4-fluoro-2-methyl-1H-benzo[d]imidazol-6-yl)-4-methoxy-7H-pyrrolo[2,3-d]pyrimidin-2-yl)amino)-1-methylcyclobutyl)(pyrrolidin-1-yl)methanone